ClC=1C=CC(=C(C1)NC(=O)NC1=CC(=CC(=C1)OC)Cl)CCO 1-[5-chloro-2-(2-hydroxyethyl)phenyl]-3-(3-chloro-5-methoxyphenyl)urea